{2-isopropyl-6-[2-(2,3,6,7-tetrahydro-1,1,7,7-tetramethyl-1H,5H-benzo[ij]quinolizin-9-yl)ethenyl]-4H-pyran-4-ylidene}propanedinitrile C(C)(C)C=1OC(=CC(C1)=C(C#N)C#N)C=CC1=CC=2C(CCN3CCC(C(C23)=C1)(C)C)(C)C